ClC=1C(=C(CNC(CN(C(CN2N=C(C3=CC=C(C=C23)C(=O)NC)C(=O)N)=O)C2CC2)=O)C=CC1)F 1-(2-((2-((3-chloro-2-fluorobenzyl)amino)-2-oxoethyl)(cyclopropyl)amino)-2-oxoethyl)-N6-methyl-1H-indazole-3,6-dicarboxamide